1-iminothiomorpholine-1-oxide hydrochloride Cl.N=S1(CCNCC1)=O